4-(piperidin-1-yl)phenylboronic acid N1(CCCCC1)C1=CC=C(C=C1)B(O)O